(-)-Hexyl (3-(5-(5-((cyclopropylmethylamino)-(phenyl)methyl)-2-fluorophenylcarbamoyl)-3-(trifluoromethyl)-1H-pyrazol-1-yl)phenyl)(imino)methylcarbamate C1(CC1)CNC(C=1C=CC(=C(C1)NC(=O)C1=CC(=NN1C=1C=C(C=CC1)N(C(OCCCCCC)=O)C=N)C(F)(F)F)F)C1=CC=CC=C1